N1(CCCC1)C=1C=C(CNC2=NC=CC=C2)C=CC1 N-(3-(pyrrolidin-1-yl)benzyl)pyridin-2-amine